N-[(2-chloro-5-thiazolyl)-methyl]-N'-methyl-N''-nitro-guanidine ClC=1SC(=CN1)CNC(=N[N+](=O)[O-])NC